2-(bromomethyl)-N-(2-((2-(dimethylamino)ethyl)(methyl)amino)-4-methoxy-5-((4-(1-methyl-1H-indol-3-yl)pyrimidin-2-yl)amino)phenyl)-N-methylacrylamide BrCC(C(=O)N(C)C1=C(C=C(C(=C1)NC1=NC=CC(=N1)C1=CN(C2=CC=CC=C12)C)OC)N(C)CCN(C)C)=C